COC(=O)C1=C(C=NC=C1)NC[C@@H]1CCCC2=CC(=CC=C12)N(C)C1=CC=C(C=C1)O 3-({[(1R)-6-[(4-hydroxyphenyl)(methyl)amino]-1,2,3,4-tetrahydronaphthalen-1-yl]methyl}amino)pyridine-4-carboxylic acid methyl ester